trans-4-((3-(2-Isopropyloxazol-4-yl)phenyl)((trans-4-(5-methoxy-6-methylpyridin-2-yl)cyclohexyl)methyl)carbamoyl)cyclohexyl 3-hydroxyazetidine-1-carboxylate OC1CN(C1)C(=O)O[C@@H]1CC[C@H](CC1)C(N(C[C@@H]1CC[C@H](CC1)C1=NC(=C(C=C1)OC)C)C1=CC(=CC=C1)C=1N=C(OC1)C(C)C)=O